3-(2-chloro-6-methyl-4-pyridyl)-2-(3-cyanophenyl)-N-(4-piperidyl)pyrazolo[1,5-a]pyrimidine-5-carboxamide ClC1=NC(=CC(=C1)C=1C(=NN2C1N=C(C=C2)C(=O)NC2CCNCC2)C2=CC(=CC=C2)C#N)C